The molecule is an aryl sulfide that is (2Z,3Z)-bis[amino(sulfanyl)methylidene]butanedinitrile in which the sulfanyl hydrogens are replaced by 2-aminophenyl groups. An inhibitor of mitogen-activated protein kinase that also exhibits anti-cancer properties. It has a role as an EC 2.7.11.24 (mitogen-activated protein kinase) inhibitor, an apoptosis inducer, an antineoplastic agent, an antioxidant, an osteogenesis regulator and a vasoconstrictor agent. It is an enamine, an aryl sulfide, a substituted aniline and a dinitrile. C1=CC=C(C(=C1)N)S/C(=C(/C(=C(/SC2=CC=CC=C2N)\\N)/C#N)\\C#N)/N